C(C)(C)[Si](COC1=CC=C(C=C1C=1C(=C(C=C(C1)C)C1=CC(=CC(=C1)C(C)(C)C)C(C)(C)C)O)C(C)(C)C)(COC1=CC=C(C=C1C=1C(=C(C=C(C1)C)C1=CC(=CC(=C1)C(C)(C)C)C(C)(C)C)O)C(C)(C)C)C(C)C 6'',6'''''-(((Diisopropylsilanediyl)Bis(Methylene))Bis(oxy))Bis(3,3'',5-Tri-Tert-Butyl-5'-Methyl-[1,1':3',1''-Terphenyl]-2'-ol)